CC1=CN=C(S1)[C@@](C)(C#CC1=CC(=CC=C1)B1OC(C(O1)(C)C)(C)C)O (R)-2-(5-Methylthiazol-2-yl)-4-(3-(4,4,5,5-tetramethyl-1,3,2-dioxaborolan-2-yl)phenyl)but-3-yn-2-ol